NC(C1CCN(CC1)CC(F)F)C1=C(C=C(C(=C1)Cl)Cl)O (amino(1-(2,2-difluoroethyl)piperidin-4-yl)methyl)-4,5-dichlorophenol